ClC1=CC(=NC=C1)C(=O)O 4-Chloropyridinecarboxylic acid